2-(dimethoxymethyl)-9H-pyrido[3,4-b]indole COC(N1CC=2NC3=CC=CC=C3C2C=C1)OC